methyl (2S)-2-{[(benzyloxy)carbonyl]amino}-3-(4-methoxy-2-naphthyl)propanoate C(C1=CC=CC=C1)OC(=O)N[C@H](C(=O)OC)CC1=CC2=CC=CC=C2C(=C1)OC